tert-butyl (S)-(1-((3-((3-((3-carbamoyl-5-ethyl-6-((tetrahydro-2H-pyran-4-yl)amino)pyrazin-2-yl)amino)-5-methoxyphenethyl) amino)-3-oxopropyl)amino)-1-oxopropan-2-yl)(methyl)carbamate C(N)(=O)C=1C(=NC(=C(N1)CC)NC1CCOCC1)NC=1C=C(CCNC(CCNC([C@H](C)N(C(OC(C)(C)C)=O)C)=O)=O)C=C(C1)OC